6-Chloro-5-fluoro-1-methyl-1,2-dihydro-3H-benzo[e]indole-3-carboximidamide hydrochloride Cl.ClC1=CC=CC=2C=3C(CN(C3C=C(C21)F)C(N)=N)C